S-(3-phenylprop-2-yn-1-yl) ethanethioate C(C)(SCC#CC1=CC=CC=C1)=O